3-bromo-5-(2-methoxyethoxy)benzoic acid BrC=1C=C(C(=O)O)C=C(C1)OCCOC